O1C2=C(OCC1)C=C(C=C2)C2=C1C=CN(C1=CC=C2)C2=CC=C(C=N2)CN[C@H](C(=O)O)CO (S)-2-(((6-(4-(2,3-dihydrobenzo[b][1,4]dioxin-6-yl)-1H-indol-1-yl)pyridin-3-yl)methyl)amino)-3-hydroxypropanoic acid